COC=1C(=CC=2CC[N+]3=C(C2C1)C(=C1C=CC(=C(C1=C3)OC)OC)CC=C(C)C)OCC3=CC=C(C=C3)[N+](=O)[O-] 2,9,10-trimethoxy-13-(3-methylbut-2-en-1-yl)-3-((4-nitrobenzyl)oxy)-5,6-dihydroisoquinolino[3,2-a]isoquinolin-7-ium